O1C(=NN=C1)C1=NC=CC(=C1)C1=NOC(=N1)C(F)(F)F 3-(2-(1,3,4-oxadiazol-2-yl)pyridin-4-yl)-5-(trifluoromethyl)-1,2,4-oxadiazole